(2S)-N1-(4-tert-butylphenyl)-N1-[2-[(4,4-difluorocyclohexyl)amino]-1-(5-fluoro-3-pyridyl)-2-oxo-ethyl]pyrrolidine-1,2-dicarboxamide C(C)(C)(C)C1=CC=C(C=C1)N(C(=O)N1[C@@H](CCC1)C(=O)N)C(C(=O)NC1CCC(CC1)(F)F)C=1C=NC=C(C1)F